NC=1N=C(SC1C(=O)C1=CC(=NO1)C1=C(C=C(C=C1)Cl)Cl)N(C1=CC=C(C=C1)F)C(C(=O)N)C (N-[4-Amino-5-[3-(2,4-dichlorophenyl)isoxazol-5-carbonyl]thiazol-2-yl]-4-fluoroanilino)propanamid